ClC1=C(OCCCCCOCC(=O)OC(C)(C)C)C(=CC(=C1)C(C)(C1=CC=C(C=C1)OCC1=NC(=NC=C1)SC)C)C#N tert-butyl 2-(5-(2-chloro-6-cyano-4-(1-methyl-1-(4-((2-methylsulfanylpyrimidin-4-yl)methoxy) phenyl) ethyl)phenoxy)pentoxy)acetate